N6-(2-aminoethyl)-N4-{3'-methoxy-[1,1'-biphenyl]-3-yl}-1-methyl-1H-pyrazolo[3,4-d]pyrimidine-4,6-diamine NCCNC1=NC(=C2C(=N1)N(N=C2)C)NC=2C=C(C=CC2)C2=CC(=CC=C2)OC